2-chloro-6,7-dimethyl-4-(2,4,6-trifluorophenyl)pteridine ClC1=NC2=NC(=C(N=C2C(=N1)C1=C(C=C(C=C1F)F)F)C)C